N-(2-chloro-4-(trifluoromethyl)phenyl)-2-iodoacetamide ClC1=C(C=CC(=C1)C(F)(F)F)NC(CI)=O